(2S,3R,4R,5S,6R)-2-{4-Chloro-3-[4-(4-methoxy-benzyl)-3,4-dihydro-2H-benzo[1,4]oxazin-6-ylmethyl]-phenyl}-6-hydroxymethyltetrahydro-pyran-3,4,5-triol ClC1=C(C=C(C=C1)[C@@H]1O[C@@H]([C@H]([C@@H]([C@H]1O)O)O)CO)CC=1C=CC2=C(N(CCO2)CC2=CC=C(C=C2)OC)C1